(S)-N-((R or S)-(3-chloro-4-fluorophenyl)((R or S)-1-(2,2,2-trifluoroethyl)pyrrolidin-3-yl)methyl)-2-oxooxazolidine-5-carboxamide ClC=1C=C(C=CC1F)[C@H](NC(=O)[C@@H]1CNC(O1)=O)[C@H]1CN(CC1)CC(F)(F)F |o1:8,18|